2-(butylamino)ethylamine C(CCC)NCCN